C(OCC(C=C)(C)C)([O-])=O 1,1-dimethyl-2-propenylmethyl carbonate